O=C1NC(CCC1N1C(C2=CC=C(C=C2C1=O)N([C@@H]1CC=CC[C@H]1NC)C)=O)=O 2-(2,6-dioxopiperidin-3-yl)-5-(methyl((1R,6R)-6-(methylamino)cyclohex-3-en-1-yl)amino)isoindoline-1,3-dione